ClC=1C(=NC=C(C1NC=1C(=C2C(N(C=NC2=CC1)C)=O)C)F)N(S(=O)(=O)CCC)COCC[Si](C)(C)C N-(3-chloro-4-((3,5-dimethyl-4-oxo-3,4-dihydroquinazolin-6-yl)amino)-5-fluoropyridin-2-yl)-N-((2-(trimethylsilyl)ethoxy)methyl)-propane-1-sulfonamide